C1=CC=CC=2CCCCC3=C(C21)C=CC=C3 tetrahydrodibenzocyclooctadiene